tert-butyl (3R,3S)-4-((6-(1-(1-ethoxyethyl)-1H-pyrazol-4-yl)-5-isopropoxy-[1,2,4]triazolo[1,5-a]pyrazin-2-yl)amino)-3-methylpiperidine-1-carboxylate C(C)OC(C)N1N=CC(=C1)C=1N=CC=2N(C1OC(C)C)N=C(N2)NC2[C@@H](CN(CC2)C(=O)OC(C)(C)C)C